OC1=C(C=CC(=C1)C(F)(F)F)C1=NN=C(C2=CC=CC=C12)N[C@@H]1C[C@H](CNC1)O (3r,5r)-5-({4-[2-hydroxy-4-(trifluoromethyl)phenyl]phthalazin-1-yl}amino)piperidin-3-ol